NC=1C(=C(C=CC1F)N(C(C1=C(C=CC(=C1)NC(=O)[C@@H]1C([C@H]1C1=CC(=C(C=C1)F)C(F)(F)F)(Cl)Cl)Cl)=O)CC#C)F Trans-N-(3-amino-2,4-difluorophenyl)-2-chloro-5-(2,2-dichloro-3-(4-fluoro-3-(trifluoromethyl)phenyl)cyclopropane-1-carboxamido)-N-(prop-2-yn-1-yl)benzamide